NCCNC(=O)C=1C=C(C=CC1N1[C@@H](CN(CC1)C(C1=C(C=C(C=C1)C(F)(F)F)Cl)=O)CC)C1=C(C=CC=C1)OCC N-(2-aminoethyl)-4-[(2R)-4-[2-chloro-4-(trifluoromethyl)benzoyl]-2-ethylpiperazin-1-yl]-2'-ethoxy-[1,1'-biphenyl]-3-carboxamide